5,6-difluoro-2-(2,4-difluorobenzyl)-1H-benzimidazole FC1=CC2=C(NC(=N2)CC2=C(C=C(C=C2)F)F)C=C1F